ClC1=C(C=NC2=C(C=C(C=C12)C1=NC(=NC=C1F)N[C@@H]1C[C@H]2CO[C@@H]([C@H]1O)O2)F)C(C)(C)O (1S,3R,4S,5R)-3-((4-(4-chloro-8-fluoro-3-(2-hydroxypropan-2-yl)quinolin-6-yl)-5-fluoropyrimidin-2-yl)amino)-6,8-dioxabicyclo[3.2.1]octan-4-ol